NC=1C=C(C2=C(CC(NCC2C2=C(C=CC(=C2)F)Cl)=O)C1)NC(C1=CC(=CC(=C1)C(F)(F)F)F)=O N-(8-amino-5-(2-chloro-5-fluorophenyl)-2-oxo-2,3,4,5-tetrahydro-1H-benzo[d]azepin-6-yl)-3-fluoro-5-(trifluoromethyl)benzamide